NC1=C(C2=C(N=C(N=C2)C)N1C1=C2C=NNC2=CC=C1C)C(=O)N 6-amino-2-methyl-7-(5-methyl-1H-indazol-4-yl)pyrrolo[2,3-d]pyrimidine-5-carboxamide